CN1CCN(CC1)CCNC([C@H](N)C)=O N-[2-(4-methylpiperazin-1-yl)ethyl]-D-alaninamide